3-fluoro-4-methyl-5-(4,4,5,5-tetramethyl-1,3,2-dioxaborolan-2-yl)pyridine FC=1C=NC=C(C1C)B1OC(C(O1)(C)C)(C)C